Cl.C12CNCC2C1C#N 3-azabicyclo[3.1.0]hexane-6-carbonitrile hydrochloride